C(C)(C)N1C(=NC2=NC=C(C=C21)C2=CNC=1N=C(N=CC12)NCC(F)(F)F)C 5-(1-isopropyl-2-methyl-1H-imidazo[4,5-b]pyridin-6-yl)-N-(2,2,2-trifluoroethyl)-7H-pyrrolo[2,3-d]pyrimidin-2-amine